(E)-3-Methyl-6,7-dihydrobenzofuran-4(5H)-one-O-(4-(bis(2-hydroxyethyl)amino)but-2-yn-1-yl)oxime OCCN(CC#CCO\N=C\1/CCCC2=C1C(=CO2)C)CCO